BrC1=CC(=C(C=C1)C1=NNC(CN1)=O)OC 3-(4-bromo-2-methoxyphenyl)-4,5-dihydro-1H-1,2,4-triazin-6-one